C(C#C)N prop-2-yn-1-amine